ClC1=C2C(N(C(=NC2=CC=C1)C)C1=CC=C(C=C1)O)=O 5-Chloro-3-(4-hydroxyphenyl)-2-methylquinazolin-4(3H)-one